BrC(C(=O)C1=CC(=C(C=C1)OC1=CC=CC=C1)Cl)CC(C)C 2-bromo-1-(3-chloro-4-phenoxyphenyl)-4-methylpentan-1-one